C(C1=CC=CC=C1)C=1C=2N(C=C(N1)C1=NC=C(C(=N1)O)F)C=CN2 2-(8-Benzylimidazo[1,2-a]pyrazin-6-yl)-5-fluoropyrimidin-4-ol